5-(cyclopropylmethyl)-4-(4-cyclopropylphenyl)-2-(2-methyl-2H-indazol-5-yl)-7-(methylsulfonyl)-2,5-dihydro-3H-pyrrolo[3,2-c]pyridazin-3-one C1(CC1)CN1C=C(C2=NN(C(C(=C21)C2=CC=C(C=C2)C2CC2)=O)C2=CC1=CN(N=C1C=C2)C)S(=O)(=O)C